(1-propyl-1H-imidazol-4-yl)methanone C(CC)N1C=NC(=C1)C=O